C(C)C(C(=O)O)CCCCCC\C=C/CCCCCCCC.C(CCCCCCC\C=C/CCCCCCCC)(=O)OCC ethyl oleate (ethyloleate)